C(C)(C)(C)OC(=O)N1C[C@H]2CC[C@@H](C1)N2C2=NC(=C(C=1CN(CCC21)CC2=CC=CC=C2)C#N)Cl (1R,5S)-8-(6-benzyl-3-chloro-4-cyano-5,6,7,8-tetrahydro-2,6-naphthyridin-1-yl)-3,8-diazabicyclo[3.2.1]octane-3-carboxylic acid tert-butyl ester